1,1-Bis(3-tert-butyl-4-hydroxyphenyl)propane C(C)(C)(C)C=1C=C(C=CC1O)C(CC)C1=CC(=C(C=C1)O)C(C)(C)C